CS(=O)(=NC1=CC=C(C=C1)B1OC(C(O1)(C)C)(C)C)C dimethyl((4-(4,4,5,5-tetramethyl-1,3,2-dioxaborolan-2-yl)phenyl)imino)-λ6-sulfanone